O.[Na+].NCC(=O)[O-] glycine sodium salt hydrate